C(CCC)C1=NC=2C(=C(N=NC2N)OC(C)C)N1CC1=CC(=CC=C1)CN1CCNCC1 2-butyl-7-isopropoxy-1-(3-(piperazin-1-ylmethyl)benzyl)-1H-imidazo[4,5-d]pyridazin-4-amine